ClC=1C=CC=C2C=CC(=NC12)NC1=C(C=C(C=C1)OC(C)C)C1CC1 8-chloro-N-(2-cyclopropyl-4-isopropoxyphenyl)quinolin-2-amine